F[P-](F)(F)(F)(F)F.[Ir+3].FC1=C(C=CC(=C1)F)C1=NC=CC=C1.FC1=C(C=CC(=C1)F)C1=NC=CC=C1.F[P-](F)(F)(F)(F)F.F[P-](F)(F)(F)(F)F bis[2-(2,4-difluorophenyl)pyridine] iridium (III) hexafluorophosphate salt